6-(3-aminopyrrolidin-1-yl)-N-(3,4-dichloro-2-fluoro-phenyl)pyrido[3,2-d]pyrimidin-4-amine NC1CN(CC1)C=1C=CC=2N=CN=C(C2N1)NC1=C(C(=C(C=C1)Cl)Cl)F